CC(CCC)NCCCCCCCCCCN N-(pentan-2-yl)decane-1,10-diamine